N-((6-iodo-5-((2-(2,2,2-trifluoroacetyl)-2-azaspiro[3.3]heptan-6-yl)oxy)pyridin-2-yl)methyl)acetamide IC1=C(C=CC(=N1)CNC(C)=O)OC1CC2(CN(C2)C(C(F)(F)F)=O)C1